C(C)(C)(C)OC(=O)N1[C@@H](CN([C@H](C1)C)C1=NC(=NC2=CC(=C(C=C12)Br)Cl)Cl)C (2R,5S)-4-(6-bromo-2,7-dichloroquinazolin-4-yl)-2,5-dimethylpiperazine-1-carboxylic acid tert-butyl ester